9b-Chloro-7-cyclopropyl-4b-hydroxy-4-nitro-4b,9b-dihydro-10H-indeno[1,2-b]benzofuran-10-one ClC12C(OC3=C1C=CC(=C3)C3CC3)(C3=C(C=CC=C3C2=O)[N+](=O)[O-])O